3,3-difluoropentane-1,5-diyl-dimesylate FC(CCCS(=O)(=O)[O-])(CCCS(=O)(=O)[O-])F